C-(1-benzyl-piperidin-4-yl)-methylamine C1CN(CCC1CN)CC2=CC=CC=C2